COC1=C(C(=CC(=C1)OC)OC)C(/C=C/C1=CC=C(C=C1)OC)C1=CC=C(C=C1)OC (E)-4,4'-(3-(2,4,6-trimethoxyphenyl)prop-1-en-1,3-diyl)bis(methoxybenzene)